imidazo[1,2-b]pyridazin-2-yl(4-(5-phenyl-4,5-dihydro-1H-pyrazole-1-carbonyl)piperidin-1-yl)methanone N=1C(=CN2N=CC=CC21)C(=O)N2CCC(CC2)C(=O)N2N=CCC2C2=CC=CC=C2